tert-butyl 4-(((1S,4S)-2-oxa-5-azabicyclo[2.2.1]heptan-5-yl)methyl)-2,2-dimethylpiperidine-1-carboxylate [C@@H]12OC[C@@H](N(C1)CC1CC(N(CC1)C(=O)OC(C)(C)C)(C)C)C2